BrC1NCCC2=CC=C(C=C12)F bromo-7-fluoro-1,2,3,4-tetrahydroisoquinoline